ClC=1C=C(C=CC1)C=1N=C2C(=NC1)N=C(S2)NC(=O)C2=C(C=NC=C2)C2=C(C=CC=C2)OC N-(6-(3-chlorophenyl)thiazolo[4,5-b]pyrazin-2-yl)-3-(2-methoxyphenyl)pyridine-4-carboxamide